FC1(CCN(CC1)C=1C=C(C=C(C1)C)NC(C1=C(N=C(C=C1)NS(=O)(=O)[C@H](CO)C)N1CCC2(CC2)CC1)=O)F (S)-N-(3-(4,4-difluoropiperidin-1-yl)-5-methylphenyl)-6-((2-hydroxy-1-methylethyl)sulfonylamino)-2-(6-azaspiro[2.5]oct-6-yl)nicotinamide